COC1=C2C(NC(=NC2=CC(=C1)OC)C1=CC=C(C=C1)N1CCC(CC1)CN1C(C(N(C(C1([2H])[2H])([2H])[2H])C1=CC2=CN(C=C2C=C1)C1C(NC(CC1)=O)=O)([2H])[2H])([2H])[2H])=O 5-(4-((1-(4-(5,7-dimethoxy-4-oxo-3,4-dihydroquinazolin-2-yl)phenyl)piperidin-4-yl)Methyl)piperazin-1-yl-2,2,3,3,5,5,6,6-d8)-2-(2,6-dioxopiperidin-3-yl)isoindol